tert-butyl 4-[[6-chloro-4-(methylamino)pyridazin-3-yl]methylamino]-3,4-dihydro-2H-quinoline-1-carboxylate ClC1=CC(=C(N=N1)CNC1CCN(C2=CC=CC=C12)C(=O)OC(C)(C)C)NC